C(CCCCCCCCC)OCN1CN(C=C1)CCCCCC 1-(1-Decyloxymethyl)-3-hexylimidazole